1-(2-((3R,5R,8R,9S,10S,13S,14S,17S)-3-hydroxy-3,10,13-trimethylhexadecahydro-1H-cyclopenta[a]phenanthren-17-yl)-2-oxoethyl)-1H-pyrazole-4-carbonitrile O[C@@]1(CC[C@@]2([C@H]3CC[C@@]4([C@H](CC[C@H]4[C@@H]3CC[C@@H]2C1)C(CN1N=CC(=C1)C#N)=O)C)C)C